4-((Z-valyl)oxy)butanoic acid N[C@@H](C(C)C)C(=O)OCCCC(=O)O